ClCCCCCCCCCCl 1,9-dichlorononane